(7-chloro-1,8-naphthyridin-2-yl)acetamide ClC1=CC=C2C=CC(=NC2=N1)CC(=O)N